C(C1=CC=CC=C1)NC(N(C1=NC=C(C=C1)C=1C=NN(C1)C)[C@@H]1CC[C@H](CC1)NC1=NC=C(C(=N1)N1CC(C1)(CO)F)C#N)=O 3-benzyl-1-(trans-4-((5-cyano-4-(3-fluoro-3-(hydroxymethyl)-azetidin-1-yl)pyrimidin-2-yl)amino)cyclohexyl)-1-(5-(1-methyl-1H-pyrazol-4-yl)pyridin-2-yl)urea